diisopropyl-antimonyl-dimethoxysilane C(C)(C)[Sb](=O)(C(C)C)[SiH](OC)OC